BrC=1C=NC=C(C1)S(=O)(=O)C(C)C 3-bromo-5-[(1-methylethyl)sulfonyl]pyridine